O1CCOC2=C1C=CC(=C2)B(O)O 1,4-BENZODIOXANE-6-BORONIC ACID